bis(perfluorobutyl) ether FC(C(C(C(F)(F)F)(F)F)(F)F)(F)OC(C(C(C(F)(F)F)(F)F)(F)F)(F)F